C(C)(C)(C)OC(=O)NC12CC(C1)(C2)CNCC21CC(C2)(C1)NC(OC(C)(C)C)=O tert-butyl N-(3-{[({3-[(tert-butoxycarbonyl)amino]bicyclo[1.1.1]pentan-1-yl}methyl)amino]methyl}bicyclo[1.1.1]pentan-1-yl)carbamate